(4-bromobutoxy)-2-(3,4-dimethoxyphenyl)-5-hydroxy-6-methoxy-4H-chromen-4-one BrCCCCOC1=C(OC2=CC=C(C(=C2C1=O)O)OC)C1=CC(=C(C=C1)OC)OC